Pentaacetyl-α-D-mannopyranose C(C)(=O)[C@]1([C@]([C@@]([C@@]([C@@](O)(O1)C(C)=O)(O)C(C)=O)(O)C(C)=O)(O)C(C)=O)CO